2-(3-{[(2R)-1-(but-2-ynoyl)azetidin-2-yl]methoxy}pyridin-4-yl)-3-{[3-(trifluoromethyl)phenyl]amino}-1H,5H,6H,7H-pyrrolo[3,2-c]pyridin-4-one C(C#CC)(=O)N1[C@H](CC1)COC=1C=NC=CC1C1=C(C=2C(NCCC2N1)=O)NC1=CC(=CC=C1)C(F)(F)F